CC1=C2C=C(NC2=CC=C1)B(O)O 4-METHYL-1H-INDOLE-2-BORONIC ACID